2-[2-hydroxy-ethoxy]-oxy-phenyl-acetate OCCOOC1=C(C=CC=C1)CC(=O)[O-]